C(C)(C)(CC(C)(C)C)C1=CC=C(C=C1)NC1=CC=CC2=CC=CC=C12 N-(4-tert-Octylphenyl)-1-naphthylamin